N-(4-ethoxy-3-methoxyphenethyl)acetamide C(C)OC1=C(C=C(CCNC(C)=O)C=C1)OC